4-Bromo-2,2-bis(((tert-butyldimethylsilyl)oxy)methyl)-1-methylpyrrolidine BrC1CC(N(C1)C)(CO[Si](C)(C)C(C)(C)C)CO[Si](C)(C)C(C)(C)C